CC=1C=C2C=C(N(C2=CC1)CC1=NC=CC=C1)C(=O)O 5-methyl-1-(2-pyridylmethyl)indole-2-carboxylic Acid